ClC1=C(C=CC(=C1)C(F)(F)F)NC(CN1C=2N(C(C(=C1CC)N1CCN(CC1)C(=O)C1=NC=NC(=C1O)C)=O)N=C(N2)C2CCCC2)=O N-(2-chloro-4-(trifluoromethyl)phenyl)-2-(2-cyclopentyl-5-ethyl-6-(4-(5-hydroxy-6-methylpyrimidine-4-carbonyl)piperazin-1-yl)-7-oxo-[1,2,4]triazolo[1,5-a]pyrimidin-4(7H)-yl)acetamide